bis{(2-hydroxyethoxy)phenyl}propane OCCOC1=C(C=CC=C1)C(C)(C)C1=C(C=CC=C1)OCCO